hypoxanthine disodium salt [Na].[Na].N1C=NC=2N=CNC2C1=O